C(C)NC(=O)NC=1SC(=CN1)CO 1-ethyl-3-(5-(hydroxymethyl)thiazol-2-yl)urea